C(#N)C[C@@H]1N(CCN(C1)C1=NC(=NC2=C(C(=CC=C12)C1=C(C=CC=C1O)F)F)OC[C@H]1N(CCC1)C)C(=O)OCC1=CC=CC=C1 Benzyl (2S)-2-(cyanomethyl)-4-(8-fluoro-7-(2-fluoro-6-hydroxyphenyl)-2-(((S)-1-methylpyrrolidin-2-yl)methoxy)quinazolin-4-yl)piperazine-1-carboxylate